5-(4-cyclopropyl-2-methoxy-3-pyridyl)-1H-pyrazolo[4,3-d]pyrimidine C1(CC1)C1=C(C(=NC=C1)OC)C=1N=CC2=C(N1)C=NN2